OCCOC=1C(=C(C=CC1)C(=O)C1=C(C(=CC=C1)OCCO)C)C (2-hydroxyethoxy)-2-methylphenyl ketone